OC1=C2CCCC2=CC=C1C(C)=O 1-(4-hydroxy-2,3-dihydro-1H-inden-5-yl)ethanone